CC1(NCCC(C1)OC1=CC=CC=C1)C 2,2-dimethyl-4-phenoxypiperidine